C(C)OC=1C=C2NC=3C=CC(=CC3C(C2=CC1)(C)C)CN1CCNCC1 6-Ethoxy-9,9-dimethyl-2-(piperazin-1-ylmethyl)-9,10-dihydroacridine